S(SCCCCCCCC(C(=O)[O-])(C)Br)CCCCCCCC(C(=O)[O-])(Br)C disulfanediylbis(hexane-6,1-diyl)bis(2-bromo-2-methylpropanoate)